N-(4-{[6-(5-chloro-2-fluorophenyl)-3-(2-methanesulfonamidoethoxy)pyridazin-4-yl]amino}pyridin-2-yl)-3-(4-methylpiperazin-1-yl)propanamide ClC=1C=CC(=C(C1)C1=CC(=C(N=N1)OCCNS(=O)(=O)C)NC1=CC(=NC=C1)NC(CCN1CCN(CC1)C)=O)F